C(C(=C)C)(=O)OCCOCCOC=C vinyloxyethoxyethyl methacrylate